BrC1=C(C=C2C(CCO2)=C1N)C 5-bromo-6-methyl-2,3-dihydrobenzofuran-4-amine